7-(2-((2-ethyl-4-(piperazin-1-yl)phenyl)amino)-5-(trifluoromethyl)pyrimidin-4-yl)-4-methyl-3,4-dihydrothieno[2,3-f][1,4]thiazepin-5(2H)-one 1,1-dioxide C(C)C1=C(C=CC(=C1)N1CCNCC1)NC1=NC=C(C(=N1)C1=CC2=C(C(N(CCS2(=O)=O)C)=O)S1)C(F)(F)F